FC1=C(SC(=C1)C(C)(C)O)[S@](=O)(N)=NC(NC1=C2C(=NC3=C1CCC3)[C@@H](CC2)C)=O |o1:25| (S,R) or (S,S)-3-fluoro-5-(2-hydroxypropan-2-yl)-N'-((3-methyl-1,2,3,5,6,7-hexahydrodicyclopenta[b,e]pyridin-8-yl)carbamoyl)thiophene-2-sulfonimidamide